2,5-difluoro-4-iodo-aniline FC1=C(N)C=C(C(=C1)I)F